ON1C(C=C(C=C1C)C)=O 1-hydroxy-4,6-dimethyl-pyridin-2-one